O[C@@H]1[C@H](O)[C@@H](O)[C@@H](O)[C@H](O1)C(=O)O α-D-galactopyranuronic acid